N-[5-[(5-chloro-1H-pyrrolo[2,3-b]pyridin-3-yl)methyl]-2-pyridinyl]-6-(trifluoromethyl)-3-pyridinemethanamine ClC=1C=C2C(=NC1)NC=C2CC=2C=CC(=NC2)NCC=2C=NC(=CC2)C(F)(F)F